COC(CC=1C(=NC=C(C1)Br)C)=O (5-bromo-2-methylpyridin-3-yl)acetic acid methyl ester